tert-butyl N-(6-amino-5-methoxypyrimidin-4-yl)-N-(tert-butoxycarbonyl)carbamate NC1=C(C(=NC=N1)N(C(OC(C)(C)C)=O)C(=O)OC(C)(C)C)OC